1-(7-((2,5-dichloropyrimidin-4-yl)amino)indolin-1-yl)propan ClC1=NC=C(C(=N1)NC=1C=CC=C2CCN(C12)CCC)Cl